5-(3-(((S)-1-(1H-1,2,4-triazol-1-yl)propan-2-yl)oxy)-4-chlorophenyl)-N-(3-((2,5,8,11-tetraoxatetradecan-14-yl)oxy)-1-((1r,4r)-4-morpholinocyclohexyl)-1H-pyrazol-4-yl)pyrimidin-2-amine N1(N=CN=C1)C[C@H](C)OC=1C=C(C=CC1Cl)C=1C=NC(=NC1)NC=1C(=NN(C1)C1CCC(CC1)N1CCOCC1)OCCCOCCOCCOCCOC